C(N)(=O)N[C@@H](CC1=CNC2=CC=CC=C12)C(=O)O carbamoyltryptophan